FC1([C@@H]([C@H](CCC1)N([C@@H]1CN(CC1)C(C)C)C)NC(=O)N1C[C@@H]2[C@H](C1)CC(C2)C2=NOC(=N2)C)F (3aR,5R,6aS)-N-[(1R,6S)-2,2-difluoro-6-{methyl[(3S)-1-(propan-2-yl)pyrrolidine-3-yl]amino}cyclohexyl]-5-(5-methyl-1,2,4-oxadiazol-3-yl)hexahydrocyclopenta[c]pyrrole-2(1H)-carboxamide